(S)-3-amino-3-(2,5-difluorophenyl)propionic acid N[C@@H](CC(=O)O)C1=C(C=CC(=C1)F)F